2-Chloro-N-((1s,4s)-4-fluorocyclohexyl)-5-(5-((tetrahydrofuran-3-yl)oxy)pyrazin-2-yl)pyridin-4-amine ClC1=NC=C(C(=C1)NC1CCC(CC1)F)C1=NC=C(N=C1)OC1COCC1